1-(2-methoxyethyl)-1H-thieno[2,3-d]imidazole-5-carboxylate COCCN1C=NC2=C1C=C(S2)C(=O)[O-]